(1-(3-fluorophenyl)cyclopropyl)(phenyl)methyl (4-methyl-1-oxo-1-((1-oxo-3-(2-oxopyrrolidin-3-yl)propan-2-yl)amino)pentan-2-yl)carbamate CC(CC(C(NC(C=O)CC1C(NCC1)=O)=O)NC(OC(C1=CC=CC=C1)C1(CC1)C1=CC(=CC=C1)F)=O)C